Cl.C12NC(CC2CCC1)C(=O)O 2-azabicyclo[3.3.0]octane-3-carboxylic acid hydrochloride